N-(4-bromobenzo[d]thiazol-2-yl)-2,6-difluoro-4-(2-(piperazin-1-yl)ethyl)benzamide BrC1=CC=CC2=C1N=C(S2)NC(C2=C(C=C(C=C2F)CCN2CCNCC2)F)=O